2-fluoro-5-(perfluoroethoxy)pyridine FC1=NC=C(C=C1)OC(C(F)(F)F)(F)F